N1C=CC2=CC=C3C(=C12)C=NC=N3 pyrimidoindole